3,4,5-trifluoro-phenyl-phosphoric acid FC=1C=C(C=C(C1F)F)OP(O)(O)=O